N-(1,3,5-trimethylpyrazol-4-yl)sulfonyl-2-[(4S)-2,2,4-trimethylpyrrolidin-1-yl]pyridine-3-carboxamide CN1N=C(C(=C1C)S(=O)(=O)NC(=O)C=1C(=NC=CC1)N1C(C[C@@H](C1)C)(C)C)C